SCC[Si](C)(C)C 2-mercaptoethyltrimethyl-silane